(4-(6-Fluoroquinolin-4-yl)cyclohexyl)carbamic acid tert-butyl ester C(C)(C)(C)OC(NC1CCC(CC1)C1=CC=NC2=CC=C(C=C12)F)=O